FC1=CC=C(C=C1)C1SCC(N1C1=C(C=C(C(=O)OCC=2OC(OC2C)=O)C=C1)C)=O (5-methyl-2-oxo-1,3-dioxol-4-yl)methyl 4-[2-(4-fluorophenyl)-4-oxo-1,3-thiazolidin-3-yl]-3-methylbenzoate